2-Bromo-4-fluoro-anisole BrC1=C(C=CC(=C1)F)OC